N-(cyanomethyl)-5-(2-((1-cyclopropyl-1H-pyrazol-4-yl)amino)-5-methylpyrimidin-4-yl)picolinamide C(#N)CNC(C1=NC=C(C=C1)C1=NC(=NC=C1C)NC=1C=NN(C1)C1CC1)=O